NC=1C(=C(C(=CC1C(=O)O)Cl)C1=C(C=C(C=C1)F)F)I 3-amino-6-chloro-2',4'-difluoro-2-iodo-[1,1'-biphenyl]-4-carboxylic acid